FC(C(=O)O)(F)F.N1C=C(C2=CC=CC=C12)CCNCCC1=CC=C(C=C1)NC(=O)C1=C(C=C(C(=C1)OC)OC)NC(=O)C=1OC2=CC=CC=C2C(C1)=O N-(2-((4-(2-((2-(1H-indol-3-yl)ethyl)amino)ethyl)phenyl)carbamoyl)-4,5-dimethoxyphenyl)-4-oxo-4H-chromene-2-carboxamide trifluoroacetate salt